1-methyl-1-nitrosourea CN(C(=O)N)N=O